5-mercapto-3-phenyl-1,3,4-thiadiazoline-2-thione SC1=NN(C(S1)=S)C1=CC=CC=C1